N-((4-((5-((3S,4S)-4-amino-3-methyl-2-oxa-8-azaspiro[4.5]decan-8-yl)pyrazin-2-yl)thio)-3-chloropyridin-2-yl)carbamoyl)benzenesulfonamide N[C@@H]1[C@@H](OCC12CCN(CC2)C=2N=CC(=NC2)SC2=C(C(=NC=C2)NC(=O)NS(=O)(=O)C2=CC=CC=C2)Cl)C